N-(6-(3,6-difluoro-2-methylphenyl)imidazo[1,2-a]pyridin-2-yl)-2-fluorocyclopropane-1-carboxamide FC=1C(=C(C(=CC1)F)C=1C=CC=2N(C1)C=C(N2)NC(=O)C2C(C2)F)C